(R)-3-(4-((3-chloro-4-((R)-3-chloro-2-hydroxypropoxy)phenyl)sulfonyl)phenoxy)propane-1,2-diol ClC=1C=C(C=CC1OC[C@H](CCl)O)S(=O)(=O)C1=CC=C(OC[C@@H](CO)O)C=C1